(2S)-3-[3-(aminomethyl)phenyl]-2-[(3R)-1-tert-butoxycarbonylpyrrolidin-3-yl]propanoic acid NCC=1C=C(C=CC1)C[C@H](C(=O)O)[C@@H]1CN(CC1)C(=O)OC(C)(C)C